OC1C(CCCC1)N(CCCCCCCC(=O)N(CCCCCCCCCC)CCCCCCCCCC)CCCCCCCC(=O)N(CCCCCCCCCC)CCCCCCCCCC 8,8'-((2-hydroxy-cyclohexyl)azane-diyl)bis(N,N-didec-yloctanamide)